(R)-3-(2-(benzofuran-6-yl)ethyl)-1-(2-(pyridin-2-yl)propan-2-yl)-N-(1-(trifluoromethyl)cyclopropyl)pyrrolidine-3-carboxamide O1C=CC2=C1C=C(C=C2)CC[C@@]2(CN(CC2)C(C)(C)C2=NC=CC=C2)C(=O)NC2(CC2)C(F)(F)F